C(C)(=O)OC(COC(F)(F)F)C propylene glycol triFluoromethyl ether acetate